CC1(OCCC(O1)C)CC(=O)OCC ethyl 2,4-dimethyl-1,3-dioxane-2-acetate